FC1(CN(C1)C(=O)C=1C=C2CN(C(C2=CC1)=O)C1C(NC(CC1)=O)=O)C1=CC=C(C=C1)F 3-(5-(3-fluoro-3-(4-fluorophenyl)azetidine-1-carbonyl)-1-oxoisoindolin-2-yl)piperidine-2,6-dione